(S)-3-(2-methoxy-4-nitrophenoxy)tetrahydrofuran COC1=C(O[C@@H]2COCC2)C=CC(=C1)[N+](=O)[O-]